NC=1C=C(NN1)[C@@H]1C[C@@H](CC1)OC(=O)N(N(C)C)C 1-{[(1R,3S)-3-(5-amino-2H-pyrazol-3-yl)cyclopentyl]oxy}-N,N',N'-trimethylformohydrazide